FC(C(=O)O)(F)F.N[C@@H](CS)C(=O)N L-cysteinamide trifluoroacetic acid salt